4-Nitrophenyl (S)-[1-(thiophen-3-yl)propan-2-yl]carbamate S1C=C(C=C1)C[C@H](C)NC(OC1=CC=C(C=C1)[N+](=O)[O-])=O